C1CCN2[C@@H]1CC=1NC3=CC=CC=C3C1CC2 (S)-1,2,3,5,6,11,12,12a-octahydropyrrolo[1',2':1,2]azepino[4,5-b]indole